[Si](C)(C)(C(C)(C)C)OCC=1C=C(C=CC1)B(O)O 3-{[(tert-butyldimethylsilyl)oxy]methyl}phenylboronic acid